COC1=CC=C2C(=CC(=NC2=C1)C1=CC=CC=C1)C(=O)NC=1SC=NN1 7-methoxy-2-phenyl-N-(1,3,4-thiadiazol-2-yl)quinoline-4-carboxamide